ClC1=NC=C2N(C(N(C2=N1)C1CC2(C1)CC(C2)CO)=O)C 2-chloro-9-(6-(hydroxymethyl)spiro[3.3]heptane-2-yl)-7-methyl-7,9-dihydro-8H-purin-8-one